ethyl 2-fluoro-3-oxopropanoate FC(C(=O)OCC)C=O